CN(CCCC(=O)NC=1C=CC=C2C(=CC=NC12)C(=O)O)C 8-(4-(dimethylamino)butanamido)quinoline-4-carboxylic acid